Tert-butyl (4-((4,4,4-trifluorobutanamido)methyl)pyridin-2-yl)carbamate FC(CCC(=O)NCC1=CC(=NC=C1)NC(OC(C)(C)C)=O)(F)F